3-((4-methoxybenzyl)thio)naphthalen-1-ol methyl-2-((tert-butoxycarbonyl)amino)-7-((3'-nitro-[1,1'-biphenyl]-2-yl)oxy)-1,2,3,4-tetrahydronaphthalene-2-carboxylate CC1C(CCC2=CC=C(C=C12)OC1=C(C=CC=C1)C1=CC(=CC=C1)[N+](=O)[O-])(C(=O)OC1=CC(=CC2=CC=CC=C12)SCC1=CC=C(C=C1)OC)NC(=O)OC(C)(C)C